C1(=CC=CC=C1)[C@@H]([C@@H]1CNC2=C(N1)N=CC=C2)NC[C@H](C)C2=CC=C(C#N)C=C2 |o1:19| 4-((R or S)-1-(((S)-phenyl((S)-1,2,3,4-tetrahydropyrido[2,3-b]pyrazin-3-yl)methyl)amino)propan-2-yl)benzonitrile